3-(5-chloro-2-fluorophenyl)-2-naphthol ClC=1C=CC(=C(C1)C=1C(=CC2=CC=CC=C2C1)O)F